2-(4-(2-(2,6-dioxopiperidin-3-yl)-4-fluoro-1-oxoisoindolin-5-yl)piperidine-1-carbonyl)-7-fluoro-3-methyl-1H-indole-6-carbonitrile O=C1NC(CCC1N1C(C2=CC=C(C(=C2C1)F)C1CCN(CC1)C(=O)C=1NC2=C(C(=CC=C2C1C)C#N)F)=O)=O